NC1=C(C2=CC=CC=C2C=C1)C1=C(C=CC2=CC=CC=C12)NC(=S)NC1=CC(=CC(=C1)C(F)(F)F)C(F)(F)F (R)-1-(2'-amino-[1,1'-binaphthyl]-2-yl)-3-(3,5-bis(trifluoromethyl)phenyl)thiourea